FC(C1=NN(C=C1[N+](=O)[O-])C1CCC(CC1)CCO)F 2-[4-[3-(difluoromethyl)-4-nitro-pyrazol-1-yl]cyclohexyl]ethanol